FC(C1=CC=C(C)C=C1)(F)F para-trifluoromethyltoluene